3-O-Methyldopamine hydrochloride COC1=C(C=CC(=C1)CCN)O.Cl